NC1=NC=CC=C1C1=NC=2C(=NC(=CC2)C2=CC=CC=C2)N1C1=C(C=C(C=C1)C1CN(C1)C[C@@H]1CC[C@H](CC1)C(=O)O)C trans-4-[[3-[4-[2-(2-amino-3-pyridyl)-5-phenyl-imidazo[4,5-b]pyridin-3-yl]-3-methyl-phenyl]azetidin-1-yl]methyl]cyclohexanecarboxylic acid